The molecule is a hydroxydocosahexaenoic acid that consists of 4Z,7Z,9E,13Z,16Z,19Z-docosahexaenoic acid with the hydroxy group located at position 11. It has a role as a metabolite. CC/C=C\\C/C=C\\C/C=C\\CC(/C=C/C=C\\C/C=C\\CCC(=O)O)O